FC=1C=CC(=NC1C)N(C(=O)[C@H]1N(C(CC1)=O)C1=NC(=CC(=C1)C(F)(F)F)C)C (S)-N-(5-Fluoro-6-methylpyridin-2-yl)-N-methyl-1-(6-methyl-4-(trifluoromethyl)pyridin-2-yl)-5-oxopyrrolidine-2-carboxamide